C(C)(C)(C)OC1=NC=C(C(=N1)OC(C)(C)C)C1=NC(=NC(=C1)Cl)CC 2,4-ditert-butoxy-5-(6-chloro-2-ethyl-pyrimidin-4-yl)pyrimidine